N1C=C(C2=CC=CC=C12)C[C@@H](C)NC1COCC1 N-((R)-1-(1H-indol-3-yl)propan-2-yl)tetrahydrofuran-3-amine